C(C=C)(=O)N[C@H]1[C@@H](CCC1)NC(=O)C=1SC=2N=CC=C3N(C(NC1C23)=O)C2=CC(=NC=C2)C(C)C N-((1R,2R)-2-Acrylamidocyclopentyl)-5-(2-isopropylpyridin-4-yl)-4-oxo-4,5-dihydro-3H-1-thia-3,5,8-triazaacenaphthylene-2-carboxamide